N-[(3R)-3-(4-chlorophenyl)-3-hydroxypropyl]-5-{2-acetamidoimidazo[1,2-b]pyridazin-6-yl}-4-fluoro-2-methylbenzamide ClC1=CC=C(C=C1)[C@@H](CCNC(C1=C(C=C(C(=C1)C=1C=CC=2N(N1)C=C(N2)NC(C)=O)F)C)=O)O